(1R,3S)-3-(3-{[(5-methyl-1,3-oxazol-2-yl)acetyl]-amino}-1H-pyrazol-5-yl)-cyclopentyl [(2S,3R)-3-fluorobutan-2-yl]carbamate F[C@@H]([C@H](C)NC(O[C@H]1C[C@H](CC1)C1=CC(=NN1)NC(CC=1OC(=CN1)C)=O)=O)C